4-butyroxy-2,2,6,6-tetramethylpiperidin-1-ol C(CCC)(=O)OC1CC(N(C(C1)(C)C)O)(C)C